(3R)-3-{[2-(2-fluoro-4-methoxyphenyl)[1,2,4]triazolo[1,5-c]quinazolin-5-yl]amino}azepan-2-one FC1=C(C=CC(=C1)OC)C1=NN2C(=NC=3C=CC=CC3C2=N1)N[C@H]1C(NCCCC1)=O